1-cyclopropyl-5-chloro-3-((4-methoxy-3-(piperazin-1-yl)phenyl)sulfonyl)-1H-indole C1(CC1)N1C=C(C2=CC(=CC=C12)Cl)S(=O)(=O)C1=CC(=C(C=C1)OC)N1CCNCC1